1-(5-((5-chloro-4-(indolin-1-yl)pyrimidin-2-yl)amino)pyridin-3-yl)pyrrolidin-2-one ClC=1C(=NC(=NC1)NC=1C=C(C=NC1)N1C(CCC1)=O)N1CCC2=CC=CC=C12